P1(OC2=C(C=C(C=C2C(C)(C)C)C(C)(C)C)CCC2=C(C(=CC(=C2)C(C)(C)C)C(C)(C)C)O1)F ethylenebis(4,6-di-tert-butylphenyl) fluorophosphite